C(CC)C.[Sb].[Sb] diantimony propylmethane